(2S,4S)-N-(3-chloro-4-fluorophenyl)-4-hydroxy-N-methyl-5-oxo-pyrrolidine-2-carboxamide ClC=1C=C(C=CC1F)N(C(=O)[C@H]1NC([C@H](C1)O)=O)C